NCC(=O)NC1=CC=C(C=C1)OC amino-4'-methoxyacetanilide